CC=1C(=NC2(N1)C1=CC(=CC=C1OC1=NC=C(C=C12)OCC(C)(C)C)N)N methyl-3-(neopentyloxy)spiro[chromeno[2,3-b]pyridine-5,2'-imidazole]-4',7-diamine